IC1=C(C(=CC=C1)I)CNN 2,6-diiodophenylmethylhydrazine